1-(5-(4-amino-7-cyclopropyl-7H-pyrrolo[2,3-d]pyrimidin-5-yl)imidazo[1,2-a]pyridin-8-yl)-3-(5-(1-(trifluoromethyl)-cyclobutyl)isoxazol-3-yl)urea NC=1C2=C(N=CN1)N(C=C2C2=CC=C(C=1N2C=CN1)NC(=O)NC1=NOC(=C1)C1(CCC1)C(F)(F)F)C1CC1